FC1=C(C=CC(=C1)C(F)(F)F)C1=NN2C(C=NCC2)=C1C1=CC=NC=C1 2-[2-fluoro-4-(trifluoromethyl)phenyl]-3-(pyridin-4-yl)-6,7-dihydropyrazolo[1,5-a]pyrazin